C1(=CC=C(C=C1)SSC1=CC=C(C=C1)C)C di(p-tolyl) disulfide